FC1=C(C=CC=2N(C(NC21)=O)C)F 4,5-DIFLUORO-1-METHYL-1H-BENZO[D]IMIDAZOLE-2(3H)-ONE